BrC1=CC(=C(C=N1)C#N)F 6-bromo-4-fluoropyridine-3-carbonitrile